2-(4-bromo-2-cyclopropylphenoxy)acetic acid BrC1=CC(=C(OCC(=O)O)C=C1)C1CC1